N1N=NC=C1[C@@H]1CN(CC1)C(=O)C1CC2(CC(C2)OCCC(F)(F)F)C1 [(3S)-3-(1H-Triazol-5-yl)pyrrolidin-1-yl]-[2-(3,3,3-trifluoropropoxy)spiro[3.3]heptan-6-yl]methanone